BrC1C(C2=CC(=CC=C2CC1)Cl)=O 2-Bromo-7-chloro-3,4-dihydronaphthalen-1(2H)one